COC1CCC(CC1)CN[C@H]1[C@@H](CCCC1)OC=1C=C2CN(C(C2=CC1)=O)C1C(NC(CC1)=O)=O 3-(5-(((1R,2R)-2-((((1r,4R)-4-methoxycyclohexyl)methyl)amino)cyclohexyl)oxy)-1-oxoisoindolin-2-yl)piperidine-2,6-dione